FC1(CCC(CC1)NC1=CC(=NC(=N1)N1N=C(C=C1)C)C(C)O)F 1-(6-((4,4-difluorocyclohexyl)amino)-2-(3-methyl-1H-pyrazol-1-yl)pyrimidin-4-yl)ethan-1-ol